C1(=CC=CC=C1)OC1=CC=CC=C1 Bisphenyl Ether